2-((3-cyanophenyl)(methyl)amino)-3-oxoheptanoic acid ethyl ester C(C)OC(C(C(CCCC)=O)N(C)C1=CC(=CC=C1)C#N)=O